C(C)(=O)O[C@@]1(CC[C@H]2[C@@H]3CCC4=CC(CCC4=C3[C@H](C[C@]12C)C1=CC=C(C=C1)N(CCCCC=O)C)=O)C(C)=O (8S,11R,13S,14S,17R)-17-Acetyl-13-methyl-11-(4-(methyl(5-oxopentyl)amino) phenyl)-3-oxo-2,3,6,7,8,11,12,13,14,15,16,17-dodecahydro-1H-cyclopenta[a]phenanthren-17-yl Acetate